C1(CC1)C1=C(C=CC(=C1)CN1CC2(C1)CN(C2)S(=O)(=O)C)C2=CC=C(C=C2)C(C(F)(F)F)(C(F)(F)F)O 2-(2'-cyclopropyl-4'-((6-(methylsulfonyl)-2,6-diazaspiro[3.3]heptan-2-yl)methyl)-[1,1'-biphenyl]-4-yl)-1,1,1,3,3,3-hexafluoropropan-2-ol